[Ir](Cl)Cl.C1(=CC=CC=C1)C1=NC=CC2=CC=CC=C12 1-phenylisoquinoline iridium dichloride